[N+](=O)([O-])C=1C(=C(C=CC1)O)I nitroiodiophenol